C(C)(C)(C)OC(=O)N1CC2=CC=CC=C2C(C1)(F)F 4,4-difluoro-3,4-dihydroisoquinoline-2(1H)-carboxylic acid tert-butyl ester